OCCN(CCCS(=O)(=O)[O-])CCO.[Na+] Natrium 3-bis(hydroxyethyl)aminopropansulfonat